perhydrobenzyl-toluene C(C1CCCCC1)CC1=CC=CC=C1